1-[4-(4-amino-thieno[2,3-d]pyrimidin-5-yl)-2-chloro-phenyl]-3-[5-(cyano-dimethyl-methyl)-2-p-tolyl-2H-pyrazol-3-yl]-urea NC=1C2=C(N=CN1)SC=C2C2=CC(=C(C=C2)NC(=O)NC=2N(N=C(C2)C(C)(C)C#N)C2=CC=C(C=C2)C)Cl